C(=O)(O)CCC1=NNC2=CC(=C(C=C12)C1=CC=C(C=C1)C1=C(C=CC=C1)OC1C(C(C(C(O1)C(=O)O)O)O)O)Cl 6-((4'-(3-(2-carboxyethyl)-6-chloro-1H-indazol-5-yl)-[1,1'-biphenyl]-2-yl)oxy)-3,4,5-trihydroxytetrahydro-2H-pyran-2-carboxylic acid